(S)-3-(1-((2,5-bis(trifluoromethyl)pyrazolo[1,5-a]pyrimidin-7-yl)amino)-2-(4-fluorophenyl)propan-2-yl)azetidine-1-carboxamide FC(C1=NN2C(N=C(C=C2NC[C@](C)(C2=CC=C(C=C2)F)C2CN(C2)C(=O)N)C(F)(F)F)=C1)(F)F